(5'S,7a'R)-5'-(3,5-difluorophenyl)-1-[1-(pyridin-3-yl)-1H-1,2,3-triazole-5-carbonyl]tetrahydro-3'H-spiro[piperidine-4,2'-pyrrolo[2,1-b][1,3]-oxazol]-3'-one FC=1C=C(C=C(C1)F)[C@@H]1CC[C@H]2OC3(C(N21)=O)CCN(CC3)C(=O)C3=CN=NN3C=3C=NC=CC3